FC=1C(=C2C(=NC(=NN2C1)N[C@@H]1[C@H](CN(CC1)C1COC1)F)OC)C=1C=CC2=C(N(N=N2)CC(F)(F)F)C1 6-fluoro-N-((3S,4S)-3-fluoro-1-(oxetan-3-yl)piperidin-4-yl)-4-methoxy-5-(1-(2,2,2-trifluoroethyl)-1H-benzo[d][1,2,3]triazol-6-yl)pyrrolo[2,1-f][1,2,4]triazin-2-amine